BrC1=NO[C@H](C1)C1CCN(CC1)CC1=CC=C(C=C1)SC(F)(F)F (5R)-3-bromo-5-[1-[[4-(trifluoromethylsulfanyl)phenyl]methyl]-4-piperidyl]-4,5-dihydroisoxazole